C(C(=C)C)(=O)OOCCS(=O)(=O)O sulfoethoxy methacrylate